C(C)(=O)O[C@@H]1C[C@]2(CCCC([C@@H]2CC1)(C)C)C |r| (2SR,4aSR,8aRS)-5,5,8a-trimethyldecahydronaphthalen-2-yl acetate